C1(=CC=CC=C1)C=1C=C(C=2N(C1)C=C(N2)C2=C(C=CC=C2)S(=O)(=O)N)C2=CC=CC=C2 2-(6,8-diphenylimidazo[1,2-a]pyridin-2-yl)benzenesulfonamide